4-((2,5-dichloropyrimidin-4-yl)amino)-3-(dimethylphosphoryl)benzaldehyde ClC1=NC=C(C(=N1)NC1=C(C=C(C=O)C=C1)P(=O)(C)C)Cl